2-[2'-hydroxy-5'-(methacryloxypropyl)phenyl]-2H-benzotriazole OC1=C(C=C(C=C1)CCCOC(C(=C)C)=O)N1N=C2C(=N1)C=CC=C2